(1r,2s,3r,5r)-3-(4-amino-6,7-dihydro-cyclopenta[4,5]pyrrolo[2,3-d]pyrimidin-8(5H)-yl)-5-((E)-2-(2-aminoquinolin-7-yl)vinyl)cyclopentane-1,2-diol NC=1C2=C(N=CN1)N(C1=C2CCC1)[C@H]1[C@@H]([C@@H]([C@H](C1)\C=C\C1=CC=C2C=CC(=NC2=C1)N)O)O